O=C1NC(CCC1N1C(C2=CC=C(C=C2C1=O)NCCCCCCNC=1SC(=CN1)C1=NC2=CC=CC=C2N=C1)=O)=O 2-(2,6-dioxopiperidin-3-yl)-5-((6-((5-(quinoxalin-2-yl)thiazol-2-yl)amino)hexyl)amino)isoindoline-1,3-dione